(2,3-dihydroxypropyl)-6-fluoro-5-(2-fluoro-4-iodophenylamino)-8-methylpyrido[2,3-d]pyrimidine-4,7(3H,8H)-dione OC(CC=1NC(C2=C(N1)N(C(C(=C2NC2=C(C=C(C=C2)I)F)F)=O)C)=O)CO